ClC1=C(C=CC(=C1)OCC=1C(=NOC1C1CC1)C1=C(C=CC=C1Cl)Cl)C1(CN(C1)C1=NC=CC(=C1)C(=O)O)O 2-[3-[2-Chloro-4-[[5-cyclopropyl-3-(2,6-dichlorophenyl)-4-isoxazolyl]methoxy]phenyl]-3-hydroxy-1-azetidinyl]-4-pyridinecarboxylic acid